C(C=C)OC(=O)C1=CC=C2C=CC(=CC2=C1)[C@H](F)P(O)(O)=O (R)-((7-((allyloxy)carbonyl)naphthalen-2-yl)fluoromethyl)phosphonic acid